O1CC(CC1)CS(=O)(=O)NC1=CNC2=CC=C(C=C12)CCOC1=CC=C(C=C1)C(F)(F)F 1-(tetrahydrofuran-3-yl)-N-(5-(2-(4-(trifluoromethyl)phenoxy)ethyl)-1H-indol-3-yl)methanesulfonamide